1'-(6-bromo-1,2,4-triazin-3-yl)-3-methoxy-5,7-dihydrospiro[cyclopenta[b]pyridin-6,4'-piperidin]-5-amine BrC1=CN=C(N=N1)N1CCC2(CC1)C(C=1C(=NC=C(C1)OC)C2)N